CC(C)C(C(C)C)C 2,3,4-Trimethylpentan